2-(4-fluorophenyl)-N-{4-[3-(pyridin-2-yl)-7-vinyl-1H-pyrrolo[3,2-b]pyridin-2-yl]pyridin-2-yl}acetamide FC1=CC=C(C=C1)CC(=O)NC1=NC=CC(=C1)C1=C(C2=NC=CC(=C2N1)C=C)C1=NC=CC=C1